FC1(CCN(CC1)C(CCC)=O)F 4-(4,4-difluoropiperidin-1-yl)-4-oxobutan